Methyl 5-nitro-2-((1r,4r)-4-((2,2,2-trifluoroacetoxy)methyl)cyclohexyl)-2H-indazole-6-carboxylate [N+](=O)([O-])C1=CC2=CN(N=C2C=C1C(=O)OC)C1CCC(CC1)COC(C(F)(F)F)=O